F[C@H]1C[C@H](CN(C1)C)N(S(=O)(=O)NC(=O)N)C=1C=NN(C1)C 1-{[(3R,5S)-5-fluoro-1-methylpiperidin-3-yl](1-methyl-1H-pyrazol-4-yl)sulfamoyl}urea